C(C=C)(=O)OC(CCCCC)CC Z-ethylhexyl acrylate